(2S,4r)-1-[(2S)-2-(4-cyclopropyl-triazol-1-yl)-3,3-dimethyl-butyryl]-N-[1-[5-(4-fluorophenyl)oxazol-2-yl]ethyl]-4-hydroxy-pyrrolidine-2-carboxamide C1(CC1)C=1N=NN(C1)[C@H](C(=O)N1[C@@H](C[C@H](C1)O)C(=O)NC(C)C=1OC(=CN1)C1=CC=C(C=C1)F)C(C)(C)C